BrC1=CC=C2C(=CC(=NC2=C1)Cl)O 7-bromo-2-chloroquinolin-4-ol